8-((2s,5r)-4-(1-(4-cyclopropyl-2-fluorophenyl)ethyl)-5-ethyl-2-methylpiperazin-1-yl)-5-methyl-6-oxo-5,6-dihydro-1,5-naphthyridine-2-carbonitrile C1(CC1)C1=CC(=C(C=C1)C(C)N1C[C@@H](N(C[C@H]1CC)C1=CC(N(C=2C=CC(=NC12)C#N)C)=O)C)F